(S,E)-5-((S)-2-(((Benzyloxy)carbonyl)amino)-3-phenylpropanamido)-7-(pyridin-2-yl)hept-6-en-1-aminium Chloride [Cl-].C(C1=CC=CC=C1)OC(=O)N[C@H](C(=O)N[C@@H](CCCC[NH3+])\C=C\C1=NC=CC=C1)CC1=CC=CC=C1